2-fluoro-9,10-bis(isopropylcarbonyloxy)anthracene FC1=CC2=C(C3=CC=CC=C3C(=C2C=C1)OC(=O)C(C)C)OC(=O)C(C)C